ethyleneglycol bis(3-aminopropyl) ether NCCCOCCOCCCN